FC=1C=C2C(=CNC2=CC1)C1=CC=NC=C1 5-fluoro-3-(pyridin-4-yl)-1H-Indole